tert-butyl N-[2-[[[2-benzyloxy-2-(trifluoromethyl)hex-5-enoyl]amino]carbamoyl]-6-[but-3-enyl(methyl)amino]-5-methylsulfonyl-3-pyridyl]carbamate C(C1=CC=CC=C1)OC(C(=O)NNC(=O)C1=NC(=C(C=C1NC(OC(C)(C)C)=O)S(=O)(=O)C)N(C)CCC=C)(CCC=C)C(F)(F)F